4-(7-(2-amino-7-fluorobenzo[d]thiazol-4-yl)-6-chloro-8-fluoro-2-(((2R,7aS)-2-fluorotetrahydro-1H-pyrrolizin-7a(5H)-yl)methoxy)quinazolin-4-yl)-1,4-diazepan-2-one NC=1SC2=C(N1)C(=CC=C2F)C2=C(C=C1C(=NC(=NC1=C2F)OC[C@]21CCCN1C[C@@H](C2)F)N2CC(NCCC2)=O)Cl